1-phenyl-2-(3,4,5-trimethoxyphenyl)-1H-benzo[d]imidazole C1(=CC=CC=C1)N1C(=NC2=C1C=CC=C2)C2=CC(=C(C(=C2)OC)OC)OC